4-[6-[[(3aR,5s,6aS)-2-(tetra-hydropyran-4-ylmethyl)-3,3a,4,5,6,6a-hexahydro-1H-cyclopenta[c]pyrrol-5-yl]amino]pyridazin-3-yl]-N,N-dimethyl-benzamide O1CCC(CC1)CN1C[C@@H]2[C@H](C1)CC(C2)NC2=CC=C(N=N2)C2=CC=C(C(=O)N(C)C)C=C2